FC=1C=NC=CC1NC1=NC(=NC(=N1)NC(C)C)C1=CC=CC=C1 N2-(3-fluoropyridin-4-yl)-N'-isopropyl-6-phenyl-1,3,5-triazine-2,4-diamine